N-(3-fluoro-2-[[(2S)-2-methylpyrrolidin-1-yl]methyl]-1H-pyrrolo[3,2-c]pyridin-6-yl)-3-methyl-1H-indazole-5-carboxamide FC1=C(NC2=C1C=NC(=C2)NC(=O)C=2C=C1C(=NNC1=CC2)C)CN2[C@H](CCC2)C